3-chloro-5-(difluoromethyl)-1-ethyl-1H-pyrazole-4-carbaldehyde ClC1=NN(C(=C1C=O)C(F)F)CC